N(=O)N(C1=CC=C(C=O)C=C1)C N-NITROSO-4-METHYLAMINOBENZALDEHYDE